5-bromo-1-chloro-1H-pyrido[1,2-c]pyrimidine BrC1=CC=CN2C(N=CC=C21)Cl